[3-(diethylamino)propyl]methyldiethoxysilane C(C)N(CCC[Si](OCC)(OCC)C)CC